ClC1=C(C=CC(=C1)C(F)(F)F)NC(=O)C1(CCC1)N1N=C2C(=C1)CN(C2)C2CN(C2)C=2C=C1C(N(C(C1=CC2)=O)C2C(NC(CC2)=O)=O)=O N-(2-chloro-4-(trifluoromethyl)phenyl)-1-(5-(1-(2-(2,6-dioxopiperidin-3-yl)-1,3-Dioxoisoindolin-5-yl)azetidin-3-yl)-5,6-dihydropyrrolo[3,4-c]pyrazol-2(4H)-yl)cyclobutane-1-carboxamide